2-[6-({1-[(3R)-1-(1,3-dioxolan-2-yl)-4-methylpentan-3-yl]azetidin-3-yl}methyl)-4-methylpyrrolo[1,2-a]pyrazin-8-yl]-5-fluoro-N-methyl-N-(isopropyl)benzamide O1C(OCC1)CC[C@H](C(C)C)N1CC(C1)CC1=CC(=C2N1C(=CN=C2)C)C2=C(C(=O)N(C(C)C)C)C=C(C=C2)F